ClC=1C=C(C=CC1C)C1=C(C=CC(=C1)F)C1=NC(=NO1)C1=CC=C(C=C1)C=1N(C=C(N1)C(F)(F)F)C 5-(3'-chloro-5-fluoro-4'-methyl-[1,1'-biphenyl]-2-yl)-3-(4-(1-methyl-4-(trifluoromethyl)-1H-imidazol-2-yl)phenyl)-1,2,4-oxadiazole